3-methyl-5,6,7,8-tetrahydroimidazo[1,5-a]pyridin-6-ol CC1=NC=C2N1CC(CC2)O